OC=1C=C(C=CC1O)C1(C2(N(CC1)C)C(NC1=CC=CC=C12)=O)C(C1=CC=C(C=C1)OCC)=O (3,4-dihydroxyphenyl)-3'-(4-ethoxybenzoyl)-1'-methylspiro[indoline-3,2'-pyrrolidin]-2-one